CC(C)=CCC\C(\C)=C/C\C=C(/C)\C=C (Z)-α-farnesene